(S)-3-(5-(4-((1-(4-((5-(2-chloro-4-phenoxybenzoyl)-7H-pyrrolo[2,3-d]pyrimidin-4-yl)amino)-2-fluorophenyl)piperidin-4-yl)methyl)piperazin-1-yl)-1-oxoisoindolin-2-yl)piperidine-2,6-dione ClC1=C(C(=O)C2=CNC=3N=CN=C(C32)NC3=CC(=C(C=C3)N3CCC(CC3)CN3CCN(CC3)C=3C=C2CN(C(C2=CC3)=O)[C@@H]3C(NC(CC3)=O)=O)F)C=CC(=C1)OC1=CC=CC=C1